N1=CC=C(C=C1)C1=NOC2=C1C=CC(=C2)C(=O)O 3-(pyridin-4-yl)-1,2-benzoxazole-6-carboxylic acid